(4S)-8-bromo-7-chloro-1-cyclopropyl-6-(3-fluoro-2-pyridinyl)-4-methyl-4H-[1,2,4]Triazolo[4,3-a][1,4]Benzodiazepine BrC=1C=CC2=C(C(=N[C@H](C=3N2C(=NN3)C3CC3)C)C3=NC=CC=C3F)C1Cl